CN[C@@H]1CCC=2NC(C=3C=CC=CC3C21)=O |r| racemic-1-(methylamino)-1,2,3,4-tetrahydrocyclopenta[c]isoquinolin-5-one